pyrido[2,3-b]indole-3-carboxylate N1=CC(=CC2=C1NC1=CC=CC=C21)C(=O)[O-]